1-[6-(2,3-Difluorophenyl)pyrazolo[4,3-b]pyridin-1-yl]butan FC1=C(C=CC=C1F)C=1C=C2C(=NC1)C=NN2CCCC